3-bromo-2-methoxythiophene BrC1=C(SC=C1)OC